C(C=C)(=O)N1C[C@@H](N(CC1)C=1C2=C(N(C(N1)=O)C=1C(=NC=CC1C)C(C)C)N=C(C(=C2)C#N)C2=CN(C(C(=C2)C)=O)C)C (S)-4-(4-Acryloyl-2-methylpiperazin-1-yl)-7-(1,5-dimethyl-6-oxo-1,6-dihydropyridine-3-yl)-1-(2-isopropyl-4-methylpyridin-3-yl)-2-oxo-1,2-dihydropyrido[2,3-d]pyrimidine-6-Formonitrile